N1(N=CC=C1)C1=C(CNC2=NC(=NN3C2=NC=C3C(C)C)N3CCC(CC3)N)C=CC=C1 N-(2-(1H-pyrazol-1-yl)benzyl)-2-(4-aminopiperidin-1-yl)-7-isopropylimidazo[2,1-f][1,2,4]triazin-4-amine